C(C)(C)C1=CNC2=NC=C(C=C21)C=2C=C1C=CN=CC1=C(C2)[C@@H]2NCCC2 (R)-6-(3-isopropyl-1H-pyrrolo[2,3-b]pyridin-5-yl)-8-(pyrrolidin-2-yl)Isoquinoline